N-((1-(2-(2,6-dioxopiperidin-3-yl)-1,3-dioxoisoindolin-5-yl)piperidin-4-yl)methyl)-5-(4-((7-ethyl-6-oxo-5,6-dihydro-1,5-naphthyridin-3-yl)methyl)piperazin-1-yl)picolinamide O=C1NC(CCC1N1C(C2=CC=C(C=C2C1=O)N1CCC(CC1)CNC(C1=NC=C(C=C1)N1CCN(CC1)CC=1C=NC=2C=C(C(NC2C1)=O)CC)=O)=O)=O